1-amino-3-(3-(4-decylphenyl)-1,2,4-oxadiazol-5-yl)propan-2-ol hydrochloride Cl.NCC(CC1=NC(=NO1)C1=CC=C(C=C1)CCCCCCCCCC)O